6-((1r,4r)-4-(6-(Trifluoromethyl)pyridin-3-yl)cyclohexyl)-2-thia-6-azaspiro[3.4]octane 2,2-dioxide FC(C1=CC=C(C=N1)C1CCC(CC1)N1CC2(CS(C2)(=O)=O)CC1)(F)F